2-((1-(cyclopropylsulfonyl)piperidin-4-yl)amino)-8-((1R,2R)-2-hydroxy-2-methylcyclopentyl)-6-iodo-5-methylpyrido[2,3-d]pyrimidin-7(8H)-one C1(CC1)S(=O)(=O)N1CCC(CC1)NC=1N=CC2=C(N1)N(C(C(=C2C)I)=O)[C@H]2[C@](CCC2)(C)O